l-N-(4-aminobenzyl)-3,6,10,13,16,19-hexaazabicyclo[6.6.6]-eicosan-1,8-diamine NC1=CC=C(CNC23CNCCNCC(CNCCNC2)(CNCCNC3)N)C=C1